C(C)(C)(C)OC(=O)N1[C@@H](CCC1)COCCCC(C(F)(F)F)(O)C(=O)OCC.CN(CC=CC=O)C 4-(dimethylamino)but-2-en-1-one tert-Butyl-(2S)-2-[(4-ethoxycarbonyl-5,5,5-trifluoro-4-hydroxy-pentoxy)methyl]pyrrolidine-1-carboxylate